3-(tert-butyl)-7-azabicyclo[4.3.0]nonane C(C)(C)(C)C1CC2CCNC2CC1